C(#N)\C(=C/C=1C=NC=CC1OC)\C1=CNC2=CC=C(C=C12)CNC(OC(C)(C)C)=O Tert-butyl (Z)-((3-(1-cyano-2-(4-methoxypyridin-3-yl)vinyl)-1H-indol-5-yl)methyl)carbamate